C(C=CC=CC=CC=CC=CCCCCCCCCC)(=O)N[C@@H](CO)C(=O)O N-eicosapentaenoyl-serine